O.O.CC=1C(=NC(=C(N1)C(=O)O)C)C(=O)O 3,6-dimethyl-2,5-pyrazinedicarboxylic acid dihydrate